CC1(OCCC(C1)N1C(C2(C3=C(C=CC=C13)CC(=O)OC)CC2)=O)C methyl 2-(1'-(2,2-dimethyltetrahydro-2H-pyran-4-yl)-2'-oxospiro[cyclopropane-1,3'-indolin]-4'-yl)acetate